6-amino-7-morpholino-2H-benzo[b][1,4]oxazin-3(4H)-one NC1=CC2=C(OCC(N2)=O)C=C1N1CCOCC1